BrCC1=C(C(=NC=C1)F)NC1C(NC(CC1)=O)=O 3-((4-(bromomethyl)-2-fluoropyridin-3-yl)amino)piperidine-2,6-dione